Cyano-3-phenoxybenzyl (S)-2-(4-chlorophenyl)-3-methylbutyrate CC(C)[C@@H](C1=CC=C(C=C1)Cl)C(=O)O[C@H](C#N)C2=CC(=CC=C2)OC3=CC=CC=C3